C(CCCCC)OC1=C(C2=CC=CC=C2C=C1)CC1=C(C=CC2=CC=CC=C12)OCCN 2-((1-((2-(hexyloxy)naphthalen-1-yl)methyl)naphthalen-2-yl)oxy)ethan-1-amine